2'-[oxybis(methylene)]bis[2-ethyl-1,3-propanediol] O(CC(C(CO)CC)O)CC(C(CO)CC)O